(1S,3R,4R)-rel-3-[(2,4-dinitrophenyl)sulfonylamino]-7-azabicyclo[2.2.1]heptane-7-carboxylic acid tert-butyl ester C(C)(C)(C)OC(=O)N1[C@@H]2C[C@H]([C@H]1CC2)NS(=O)(=O)C2=C(C=C(C=C2)[N+](=O)[O-])[N+](=O)[O-] |o1:8,10,11|